ClC1=NC=C(C(=C1)N[C@@H](CCO)C)C#CC=1C=NN(C1)C1C(C1)(F)F (3R)-3-((2-chloro-5-((1-(2,2-difluorocyclopropyl)-1H-pyrazol-4-yl)ethynyl)pyridin-4-yl)amino)butan-1-ol